OCC(C(=C)OCCOC1=CC=C(C=C1)/C=C/C(=O)C1=CC=C(C=C1)OCCOC(=C)C(C)C)=C (E)-3-[4-[2-[3-(Hydroxymethyl)buta-1,3-dien-2-yloxy]ethoxy]phenyl]-1-[4-[2-(3-methylbut-1-en-2-yloxy)ethoxy]phenyl]prop-2-en-1-one